3-[[1-[(3R,4R)-1-benzyl-3-phenyl-piperidine-4-carbonyl]-4-hydroxy-4-piperidinyl]methyl]-5H-pyrido[3,2-d]pyrimidine-4,6-dione C(C1=CC=CC=C1)N1C[C@H]([C@@H](CC1)C(=O)N1CCC(CC1)(O)CN1C=NC2=C(C1=O)NC(C=C2)=O)C2=CC=CC=C2